3,6-dimethyl-2,4-dioxane-1-carboxylate CC1OC(C(CO1)C)C(=O)[O-]